[V+5].C(CCC)[N+](CCCC)(CCCC)CCCC tetrabutylammonium vanadium